C[SiH]([O-])C.[K+] potassium dimethyl-silanolate